COC=1C=C(C=CC1OC)C1CN(C1)C=1C=C(C=C(C1F)F)[C@H]1[C@@H](C1)C=1C=NC(=NC1)C1=NC=CC=N1 trans-5-(2-(3-(3-(3,4-Dimethoxyphenyl)azetidin-1-yl)-4,5-difluorophenyl)cyclopropyl)-2,2'-bipyrimidine